O=C1N(C(C2=C(C=CC=C12)NCCNC(OC(C)(C)C)=O)=O)C1C(NCCC1)=O Tert-butyl N-[2-[[1,3-dioxo-2-(2-oxo-3-piperidyl)isoindolin-4-yl]amino]ethyl]carbamate